C1(OC(CCO1)C)=O methyl-trimethylene carbonate